BrC=1C(=NN(C1CC(=O)OC)C)C1=CC=C(C=C1)F methyl 2-[4-bromo-3-(4-Fluorophenyl)-1-methyl-1H-pyrazol-5-yl]Acetate